C1(CCC1)C=1C(=NN(C1NC(OC1CC(C1)(F)F)=O)C)C1CC(CC1)(F)F 3,3-difluorocyclobutyl (4-cyclobutyl-3-(3,3-difluorocyclopent-yl)-1-methyl-1H-pyrazol-5-yl)-carbamate